C1(CC1)C=1N=CN(C1)C1=CC=CC2=C1C(=C(O2)C(=O)NC2=NC(=CC=C2)C2=NN=CN2C(C)C)C(F)F (4-cyclopropyl-1H-imidazol-1-yl)-3-(difluoromethyl)-N-(6-(4-isopropyl-4H-1,2,4-triazol-3-yl)pyridin-2-yl)benzofuran-2-carboxamide